C(C)(C)(C)OC(=O)N1CCC(CC1)(CC1=CC=NC=C1)C#N 4-cyano-4-(pyridin-4-ylmethyl)piperidine-1-carboxylic acid tert-butyl ester